FC1(CN(CCC1)C(=O)OC(C)(C)C)COC1=NC(=CC=C1)C(F)(F)F tert-butyl 3-fluoro-3-({[6-(trifluoromethyl)pyridin-2-yl]oxy}methyl)piperidine-1-carboxylate